3-(methoxydimethylsilyl)propyl-methacrylate CO[Si](CCCOC(C(=C)C)=O)(C)C